tert-Butyl 5-(2-chloro-4-(2-chloroacetamido)-6-fluorophenyl)-3-(1-methyl-1H-pyrazol-4-yl)-1H-pyrazolo[3,4-c]pyridine-1-carboxylate ClC1=C(C(=CC(=C1)NC(CCl)=O)F)C=1C=C2C(=CN1)N(N=C2C=2C=NN(C2)C)C(=O)OC(C)(C)C